5'-hydroxy-1'-[(cis)-3-hydroxy-3-methylcyclobutyl]-1',2'-dihydrospiro[cyclopropane-1,3'-pyrrolo[2,3-b]pyridin]-2'-one OC=1C=C2C(=NC1)N(C(C21CC1)=O)C1CC(C1)(C)O